ClC1=C(C=CC2=C1CN(C1=NN3C(C(NCCO2)=O)=CN=C3C=C1)C)F 9-chloro-10-fluoro-7-methyl-7,8,15,16-tetrahydro-3,6-ethenoimidazo[5,1-f][1,4,7,8,10]benzoxatetraazacyclotridecin-17(14H)-one